3-hydroxy-3-methyl-2-ketobutyric acid OC(C(C(=O)O)=O)(C)C